N-(pyrrolidin-3-yl)picolinamide N1CC(CC1)NC(C1=NC=CC=C1)=O